2-(1H-1,3-benzodiazol-1-yl)-1-{5-[(1,2-dimethyl-1H-imidazol-4-yl)sulfonyl]-1H,2H,3H,4H,5H,6H-pyrrolo[3,4-c]pyrrol-2-yl}propan-1-one N1(C=NC2=C1C=CC=C2)C(C(=O)N2CC=1CN(CC1C2)S(=O)(=O)C=2N=C(N(C2)C)C)C